CC1C=2C=CC=NC2C(NC1)=O 5-methyl-6,7-dihydro-1,7-naphthyridin-8(5H)-one